ethyl 3-(3-acrylamido-4-methylphenyl)-2-(4-(4-methylpiperazin-1-yl)phenyl)-1H-pyrrolo[2,3-b]pyridine-5-carboxylate C(C=C)(=O)NC=1C=C(C=CC1C)C1=C(NC2=NC=C(C=C21)C(=O)OCC)C2=CC=C(C=C2)N2CCN(CC2)C